CC1(CCC2(CCC(O2)OCCCOC2OC3(CC2)CCC(CC3)(C)C)CC1)C 1,3-bis((8,8-dimethyl-1-oxaspiro[4.5]dec-2-yl)oxy)propane